C(CCCNC(CCCCCCCCCCC\C=C/CCCCCCCC)=O)NC(CCCCCCCCCCC\C=C/CCCCCCCC)=O N,N'-1,4-butanediylbis(erucamide)